tetrafluoro-acetone FCC(=O)C(F)(F)F